hydroxytetradecyloxy-4-methylcoumarin OCCCCCCCCCCCCCCOC=1C(OC2=CC=CC=C2C1C)=O